(R)-N-(6-(5-fluoro-2-methylphenyl)-5-(trifluoromethyl)pyridin-2-yl)-6-(3-(hydroxymethyl)piperazin-1-yl)pyridine-2-sulfonamide hydrochloride Cl.FC=1C=CC(=C(C1)C1=C(C=CC(=N1)NS(=O)(=O)C1=NC(=CC=C1)N1C[C@@H](NCC1)CO)C(F)(F)F)C